(S)-1-((7-cyano-2-(3'-(5-ethyl-1-methyl-4,5,6,7-tetrahydro-1H-imidazo[4,5-c]pyridine-2-carboxamido)-2,2'-dimethylbiphenyl-3-yl)benzo[d]oxazol-5-yl)methyl)pyrrolidine-3-carboxylic acid C(#N)C1=CC(=CC=2N=C(OC21)C=2C(=C(C=CC2)C2=C(C(=CC=C2)NC(=O)C=2N(C1=C(CN(CC1)CC)N2)C)C)C)CN2C[C@H](CC2)C(=O)O